BrC1=C2C(=C(N=C1)Cl)N(N=C2)COCC[Si](C)(C)C 2-[(4-bromo-7-chloropyrazolo[3,4-c]pyridin-1-yl)methoxy]ethyl-trimethylsilane